2,7-dibromo-9,9-dioctyl-fluorene BrC1=CC=2C(C3=CC(=CC=C3C2C=C1)Br)(CCCCCCCC)CCCCCCCC